NC=1C=C(C=C2C=C(N=CC12)NC(=O)[C@H]1[C@@H](C1)C#N)C1=C(C=NC=C1)C |r| (±)-trans-N-[8-amino-6-(3-methyl-4-pyridyl)-3-isoquinolinyl]-2-cyano-cyclopropanecarboxamide